C(#N)C=1C=C(C2=C(N(C(N(C3=C2C=C(C=N3)F)C(C)C)=O)C3=C(C=C(C=C3F)NCCN(C(OC(C)(C)C)=O)C)F)C1)F tert-butyl (2-((4-(9-cyano-2,11-difluoro-5-isopropyl-6-oxo-5,6-dihydro-7H-benzo[d]pyrido[3,2-f][1,3]diazepin-7-yl)-3,5-difluorophenyl)amino)ethyl)(methyl)carbamate